CC1=C(C=C(C=C1)C(F)(F)F)N1CCN(CC1)C=O (4-(2-methyl-5-(trifluoromethyl)-phenyl)piperazin-1-yl)methanone